C(C(=C)C)(=O)OCCCS(=O)(=O)O 3-(methacryloyl)oxypropylsulfonic acid